5-(3-ethyl-2-methyl-3H-imidazo[4,5-b]pyridin-5-yl)-N-(trans-4-(2-methoxyethoxy)cyclohexyl)pyrrolo[2,1-f][1,2,4]triazin-2-amine C(C)N1C(=NC=2C1=NC(=CC2)C=2C=CN1N=C(N=CC12)N[C@@H]1CC[C@H](CC1)OCCOC)C